ClC=1C(=NC(=NC1)N1CCC(CC1)C(=O)N(C)C)NC1=CC=2C3=C(C(N(C2C=C1)C)=O)C(OC[C@@H](N3)C3CC3)=O (S)-1-(5-chloro-4-((2-cyclopropyl-7-methyl-5,6-dioxo-1,2,3,5,6,7-hexahydro-[1,4]oxazepino[6,5-c]quinolin-10-yl)amino)pyrimidin-2-yl)-N,N-dimethylpiperidine-4-carboxamide